C(=O)C=1C=C(C(N(C1C)C1=NC=CC=C1)=O)C(=O)N 5-formyl-6-methyl-2-oxo-2H-[1,2'-bipyridine]-3-carboxamide